4-((4-(2-(tert-butoxy)-2-oxoethyl)phenyl)amino)-2-(2-chloro-6-fluorophenyl)pyridazine-3-carboxylate C(C)(C)(C)OC(CC1=CC=C(C=C1)NC1=C(N(NC=C1)C1=C(C=CC=C1F)Cl)C(=O)[O-])=O